3-[(2R)-2-(2-{2-[2-({[(9H-fluoren-9-yl)methoxy]carbonyl}amino)acetamido]acetamido}acetamido)-3-(pyridin-2-yldisulfanyl)propanamido]propanoic acid C1=CC=CC=2C3=CC=CC=C3C(C12)COC(=O)NCC(=O)NCC(=O)NCC(=O)N[C@H](C(=O)NCCC(=O)O)CSSC1=NC=CC=C1